ClC1=NC(=C(C=2N=C(N=C(C21)N2[C@@H](COCC[C@@H]2C)CO)SC)F)Cl ((3R,5S)-4-(5,7-dichloro-8-fluoro-2-(methylthio)pyrido[4,3-d]pyrimidin-4-yl)-5-methyl-1,4-oxazepan-3-yl)methanol